4-amino-N-(cyclopropylmethyl)-1-methyl-N-((5S)-2-(trifluoromethyl)-5,8-dihydro-6H-pyrano[3,4-b]pyridin-5-yl)-1H-pyrazolo[4,3-c]quinoline-8-carboxamide NC1=NC=2C=CC(=CC2C2=C1C=NN2C)C(=O)N([C@@H]2COCC1=NC(=CC=C12)C(F)(F)F)CC1CC1